rac-tert-butyl (3aR,4S,6aS)-4-[(methanesulfonyl)amino]hexahydrocyclopenta[c]pyrrole-2(1H)-carboxylate CS(=O)(=O)N[C@H]1CC[C@@H]2CN(C[C@@H]21)C(=O)OC(C)(C)C |r|